COC=1C=2N(C=C(C1)C=1C=NN(C1)C)N=CC2 4-methoxy-6-(1-methyl-1H-pyrazol-4-yl)pyrazolo[1,5-a]pyridine